tert-butyl (3-(4-amino-2-bromophenoxy)phenyl)carbamate NC1=CC(=C(OC=2C=C(C=CC2)NC(OC(C)(C)C)=O)C=C1)Br